BrC=1C2=C(SC1C(F)(F)P(OCC)(OCC)=O)C=CC(=C2)C(N)=O diethyl ((3-bromo-5-carbamoylbenzo[b]thiophen-2-yl)difluoromethyl)phosphonate